2-(4-((1H-imidazol-1-yl)methyl)phenyl)-N-propylacetamide N1(C=NC=C1)CC1=CC=C(C=C1)CC(=O)NCCC